p-styrenesulfonamide C=CC1=CC=C(C=C1)S(=O)(=O)N